CN(C/C=C/C(=O)N1CC2=C([C@@H](C1)C1=C(C=CC=C1)C=1C(=NN(C1)CC)C(F)(F)F)C=C(S2)C#N)C (S,E)-6-(4-(dimethylamino)but-2-enoyl)-4-(2-(1-ethyl-3-(trifluoromethyl)-1H-pyrazol-4-yl)phenyl)-4,5,6,7-tetrahydrothieno[2,3-c]pyridine-2-carbonitrile